N1C=CC2=C1C(NCCC2=O)=O 6,7-dihydropyrrolo[2,3-c]azepine-4,8(1H,5H)-dione